5,8-diethyl-7,7-dimethyl-2-(((1-(3,4,5-trifluorobenzyl)-1H-pyrazol-4-yl)methyl)amino)-7,8-dihydropteridin-6(5H)-one C(C)N1C=2C=NC(=NC2N(C(C1=O)(C)C)CC)NCC=1C=NN(C1)CC1=CC(=C(C(=C1)F)F)F